The molecule is a D-galactopyranose 1-phosphate having alpha-configuration at the anomeric centre. It has a role as an Escherichia coli metabolite and a mouse metabolite. It is a D-galactopyranose 1-phosphate and an alpha-D-hexose 1-phosphate. It derives from an alpha-D-galactose. It is a conjugate acid of an alpha-D-galactose 1-phosphate(2-). C([C@@H]1[C@@H]([C@@H]([C@H]([C@H](O1)OP(=O)(O)O)O)O)O)O